[N].[C]=O.[Ti] titanium carbon oxide nitrogen